Methyl 3-(2-(3-(hydroxymethyl)-1H-indol-1-yl)acetamido)benzoate OCC1=CN(C2=CC=CC=C12)CC(=O)NC=1C=C(C(=O)OC)C=CC1